ClC=1C=CC(=C(C1)C1=CC(N(C=C1OC)C(C(=O)OC(C)(C)C)CC)=O)C=1OC(=NN1)C(F)(F)F tert-Butyl 2-[4-{5-chloro-2-[5-(trifluoromethyl)-1,3,4-oxadiazol-2-yl]phenyl}-5-methoxy-2-oxopyridin-1(2H)-yl]butanoate